(2S,4S,5R,6R)-6-((1R,2R)-3-amino-1,2-dihydroxypropyl)-4-hydroxy-5-(2-hydroxyacetamido)-2-((6-(prop-2-yn-1-yloxy)hexyl)thio)tetrahydro-2H-pyran-2-carboxylic acid NC[C@H]([C@@H](O)[C@H]1[C@@H]([C@H](C[C@@](O1)(C(=O)O)SCCCCCCOCC#C)O)NC(CO)=O)O